N1=CN=C2NC=NC2=C1C=1C(=NC=CC1)NC=1C=C(C(=O)NC2=NC=CC(=C2)C(F)(F)F)C=CC1C 3-((3-(9H-purin-6-yl)pyridin-2-yl)amino)-4-methyl-N-(4-(trifluoromethyl)pyridin-2-yl)benzamide